C(C1=CC=CC=C1)OC(=O)NCCC[C@@H](C(=O)O)NC(=O)OC(C)(C)C (2S)-5-{[(benzyloxy)carbonyl]amino}-2-{[(tert-butoxy)carbonyl]amino}pentanoic acid